Dioxolo[4,5-f]Benzimidazole O1COC2=CC3=C(N=CN3)C=C21